4-phenyl-3-azahexane C1(=CC=CC=C1)C(NCC)CC